1-(3-(2-hydroxy-2-propyl)benzoyl)-D-prolinamide OC(C)(C)C=1C=C(C(=O)N2[C@H](CCC2)C(=O)N)C=CC1